tert-butyl N-[3-cyano-1'-(5-cyano-2-methylsulfonyl-pyrimidin-4-yl)spiro[6,7-dihydro-5H-benzothiophene-4,3'-azetidine]-2-yl]carbamate C(#N)C1=C(SC2=C1C1(CN(C1)C1=NC(=NC=C1C#N)S(=O)(=O)C)CCC2)NC(OC(C)(C)C)=O